Methyl (S)-6-bromo-5-(((2-((1-((tert-butyloxycarbonyl)amino)propan-2-yl)oxy)-5-fluoropyridin-3-yl) methyl)amino)-7-(dibenzylamino)pyrazolo[1,5-a]pyrimidin-3-carboxylate BrC=1C(=NC=2N(C1N(CC1=CC=CC=C1)CC1=CC=CC=C1)N=CC2C(=O)OC)NCC=2C(=NC=C(C2)F)O[C@H](CNC(=O)OC(C)(C)C)C